4-(2-Azidoethyl)-5-(3-(5-(2-(3-bromophenyl)oct-7-yn-2-yl)-1H-imidazol-2-yl)-4-fluorophenoxy)-6-fluoro-1H-indole N(=[N+]=[N-])CCC1=C2C=CNC2=CC(=C1OC1=CC(=C(C=C1)F)C=1NC(=CN1)C(C)(CCCCC#C)C1=CC(=CC=C1)Br)F